O1C=C(C=C1)C(=O)NC1=CC=C(C=C1)C1=NC2=C(N1)C=CC(=C2)C(=O)N 2-{4-[(Furan-3-carbonyl)-amino]-phenyl}-1H-benzoimidazole-5-carboxylic acid amide